2,2',2''-(10-(2-((5-aminopentyl)amino)-2-oxoethyl)-1,4,7,10-tetraazacyclododecane-1,4,7-triyl)triacetic acid NCCCCCNC(CN1CCN(CCN(CCN(CC1)CC(=O)O)CC(=O)O)CC(=O)O)=O